ClC1=CC(=C(C=C1)C1=NC(=CC=2C1=NC=C(N2)C)C2CC(OCC2)C2=CC(=NC=C2)C)F 5-(4-chloro-2-fluorophenyl)-2-methyl-7-(2-(2-methylpyridin-4-yl)tetrahydro-2H-pyran-4-yl)pyrido[3,4-b]pyrazine